N-(4-isopropylbenzenesulfonyl)-α-(4-carboxy-2-n-propylphenoxy)-3,4-methylenedioxyphenylacetamide dipotassium salt [K+].[K+].C(C)(C)C1=CC=C(C=C1)S(=O)(=O)NC(C(OC1=C(C=C(C=C1)C(=O)[O-])CCC)C1=CC2=C(C=C1)OCO2)=O.C(C)(C)C2=CC=C(C=C2)S(=O)(=O)NC(C(OC2=C(C=C(C=C2)C(=O)[O-])CCC)C2=CC1=C(C=C2)OCO1)=O